N1N=NC=C1CC(=O)N1[C@@H](C[C@H](C1)F)C(=O)N[C@@H](C1=CC=CC=C1)C1=CC=C(C=C1)C(C)C (2S,4r)-1-(2-(1H-1,2,3-triazol-5-yl)acetyl)-4-fluoro-N-((S)-(4-isopropylphenyl)(phenyl)methyl)pyrrolidine-2-carboxamide